2-chloro-N,N,6-trimethyl-5-nitropyrimidin-4-amine ClC1=NC(=C(C(=N1)N(C)C)[N+](=O)[O-])C